tetradecyl-aminobutyryl-valinamide C(CCCCCCCCCCCCC)N([C@@H](C(C)C)C(=O)N)C(CCCN)=O